NC=1N=C(C2=CC=CC=C2C1)C1=CC=CC=C1C(=O)N aminoisoquinolinebenzamide